3,5-diamino-benzoic acid NC=1C=C(C(=O)O)C=C(C1)N